N-(2-((1,8-dimethylimidazo[1,2-a]quinoxalin-4-yl)amino)ethyl)-2-((2-(2,6-dioxopiperidin-3-yl)-1,3-dioxoisoindolin-4-yl)amino)acetamide CC1=CN=C2N1C1=CC(=CC=C1N=C2NCCNC(CNC2=C1C(N(C(C1=CC=C2)=O)C2C(NC(CC2)=O)=O)=O)=O)C